NCCCCN(CCO)CCCCN 2-(bis(4-aminobutyl)amino)ethan-1-ol